5-chloro-4-[1-(2,2-difluorocyclopropanecarbonyl)-4-piperidinyl]-2-(4-pyridinyl)-1H-pyrimidin-6-one ClC1=C(N=C(NC1=O)C1=CC=NC=C1)C1CCN(CC1)C(=O)C1C(C1)(F)F